tert-butyl N-tert-butoxycarbonyl-N-((3-(3-cyclopropyl-4-(4,4,5,5-tetramethyl-1,3,2-dioxaborolan-2-yl)pyrazol-1-yl)cyclobutyl)methyl)carbamate C(C)(C)(C)OC(=O)N(C(OC(C)(C)C)=O)CC1CC(C1)N1N=C(C(=C1)B1OC(C(O1)(C)C)(C)C)C1CC1